BrC1=C2C(=C(C(=C(C2=C(C2=C(C(=C(C(=C12)[2H])[2H])[2H])[2H])C1=CC=CC=2OC3=C(C21)C=CC=C3)[2H])[2H])[2H])[2H] 1-(10-bromoanthracen-9-yl-1,2,3,4,5,6,7,8-d8)dibenzo[b,d]furan